3-(azetidin-3-yl)-N-(1-methylcyclopropyl)-1-[(1-methylcyclopropyl)methyl]-2,4-dioxo-quinazoline-6-sulfonamide N1CC(C1)N1C(N(C2=CC=C(C=C2C1=O)S(=O)(=O)NC1(CC1)C)CC1(CC1)C)=O